COC(CCC1=CC(=CC=C1)CC1=CN=C(N1)C1=C(C=CC(=C1)OC=1C(=C2C=CNC2=CC1F)SC)F)=O 3-(3-((2-(2-fluoro-5-((6-fluoro-4-(methylsulfanyl)-1H-indol-5-yl)oxy)phenyl)-1H-imidazol-5-yl)methyl)phenyl)propanoic acid methyl ester